Methyl (S)-6-chloro-1-formyl-1,2,3,4-tetrahydronaphthalene-1-carboxylate ClC=1C=C2CCC[C@@](C2=CC1)(C(=O)OC)C=O